Cl.ClC1=CC=2N=C(N=C(C2O1)N1CCOCC1)NC1=NNC(=C1)C1=CC=CC=C1 6-chloro-4-morpholino-N-(5-phenyl-1H-pyrazol-3-yl)furo[3,2-d]pyrimidin-2-amine hydrochloride